S(C)(=O)(=O)O.N1N=CC=C1 Pyrazole mesylate